NCC1=NC=CC(=C1)C1=CC(=CC=2C=C(OC21)F)COC2=C(C=C(C=C2)F)CC(=O)O 2-(2-((7-(2-(aminomethyl)pyridin-4-yl)-2-fluorobenzofuran-5-yl)methoxy)-5-fluorophenyl)acetic acid